FC1=CC(=NC(=C1)N1C(C2=C(N=C(N=C2)C=2N=CSC2)CC1)C)N1CC(NCC1)=O 4-[4-fluoro-6-(5-methyl-2-thiazol-4-yl-7,8-dihydro-5H-pyrido[4,3-d]pyrimidin-6-yl)-2-pyridinyl]piperazin-2-one